(6-((5-chloro-2-((2-methoxy-5-(1-methyl-1H-pyrazol-4-yl)-4-(4-methylpiperazin-1-yl)phenyl)amino)-7H-pyrrolo[2,3-d]pyrimidin-4-yl)amino)quinoxalin-5-yl)dimethyl-phosphine oxide ClC1=CNC=2N=C(N=C(C21)NC=2C(=C1N=CC=NC1=CC2)P(C)(C)=O)NC2=C(C=C(C(=C2)C=2C=NN(C2)C)N2CCN(CC2)C)OC